C1(CCCC1)OCC1=CC(=NC(=C1C1=CC(=C(C(=C1)OC)C)OC)C)NC1(CCOCC1)C(=O)O 4-((4-((cyclopentyloxy)methyl)-5-(3,5-dimethoxy-4-methylphenyl)-6-methylpyridin-2-yl)amino)tetrahydro-2H-pyran-4-carboxylic acid